C1(CC1)C=1C=C(N(N1)CC)NC1=NNC2=CC(=CC=C12)[C@@H]1C[C@@]12C(NC1=CC=C(C=C21)OC)=O (1R,2S)-2-{3-[(5-cyclopropyl-2-ethylpyrazol-3-yl)amino]-1H-indazol-6-yl}-5'-methoxy-1'H-spiro[cyclopropane-1,3'-indol]-2'-one